C1(CCC1)OCC1=NOC(=N1)C=1C=C(C=NC1)[C@@](O)(C1=CC=C(C=C1)CCC)C1(CN(C1)C)C (R)-[5-(3-Cyclobutoxymethyl-[1,2,4]oxadiazol-5-yl)-pyridin-3-yl]-(1,3-dimethyl-azetidin-3-yl)-(4-propyl-phenyl)-methanol